Lithium 5-(8-(7-ethyl-1,3-dimethyl-2-oxo-1,2-dihydroquinolin-5-yl)isoquinolin-3-yl)picolinate C(C)C1=CC(=C2C=C(C(N(C2=C1)C)=O)C)C=1C=CC=C2C=C(N=CC12)C=1C=CC(=NC1)C(=O)[O-].[Li+]